(3aR,4R,4aR,5aS,6S,6aS)-2-(4-(2-(3,4-Dimethoxyphenyl)-2-oxoethoxy)phenyl)-4,4a,5,5a,6,6a-hexahydro-4,6-ethenocyclopropa[f]isoindole-1,3(2H,3aH)-dione COC=1C=C(C=CC1OC)C(COC1=CC=C(C=C1)N1C([C@@H]2[C@H]3[C@H]4[C@@H]([C@@H]([C@@H]2C1=O)C=C3)C4)=O)=O